C1(CC1)C1=C(C(=NO1)C1=C(C=CC=C1Cl)Cl)C=C1CC2(C1)CCN(CC2)C=2C=C(C(=O)O)C=CC2 3-(2-((5-cyclopropyl-3-(2,6-dichlorophenyl)isoxazol-4-yl)methylene)-7-azaspiro[3.5]non-7-yl)benzoic acid